5-(1-acetylazetidin-3-yl)-4H-thieno[2,3-c]pyrrole-4,6(5H)-dione C(C)(=O)N1CC(C1)N1C(C2=C(C1=O)C=CS2)=O